C(C)(=O)C1=CN(C2=C(C=C(C=C12)C=1C=NC(=NC1)C)C)CC(=O)N1[C@@H]2C[C@@]2(C[C@H]1C(=O)NC1=NC(=C(C=C1)F)Br)C (1R,3S,5R)-2-(2-(3-acetyl-7-methyl-5-(2-methylpyrimidin-5-yl)-1H-indol-1-yl)acetyl)-N-(6-bromo-5-fluoropyridin-2-yl)-5-methyl-2-azabicyclo[3.1.0]hexane-3-carboxamide